CC1=C(C(=CC(=C1)C)C)S(=O)Cl 2,4,6-trimethylbenzenesulfinic acid chloride